8-benzyl-2-(furan-2-ylmethyl)-3-((1-methyl-2-nitro-1H-imidazol-5-yl)methoxy)-6-phenylimidazo[1,2-a]pyrazine C(C1=CC=CC=C1)C=1C=2N(C=C(N1)C1=CC=CC=C1)C(=C(N2)CC=2OC=CC2)OCC2=CN=C(N2C)[N+](=O)[O-]